ethyl 2-bromo-8-methoxyimidazo[1,2-b]pyridazine-7-carboxylate BrC=1N=C2N(N=CC(=C2OC)C(=O)OCC)C1